1,2,3,3a,7,7a-hexahydro-6H-3,6-methanopyrrolo[3,2-c]pyridine-6-carboxamide N1CC2C3C=NC(CC31)(C2)C(=O)N